C(C=C)(=O)NC=1C=C(C=CC1)C1=NC(=CC(=C1)CN1CCN(CC1)C(=O)NCC)NC=1SC(=CN1)C 4-((2-(3-acrylamidophenyl)-6-(5-methylthiazol-2-ylamino)pyridin-4-yl)methyl)-N-ethylpiperazine-1-carboxamide